C(=O)C1=CN=C(S1)NC(C)=O N-(5-FORMYL-THIAZOL-2-YL)-ACETAMIDE